N-[8-[4-[4-[(2,6-dioxo-3-piperidyl)amino]phenyl]-1-piperidyl]octyl]-5-[[5-(methoxymethyl)-2-(trifluoromethyl)phenyl]methylcarbamoylamino]-1-phenyl-pyrazole-3-carboxamide O=C1NC(CCC1NC1=CC=C(C=C1)C1CCN(CC1)CCCCCCCCNC(=O)C1=NN(C(=C1)NC(NCC1=C(C=CC(=C1)COC)C(F)(F)F)=O)C1=CC=CC=C1)=O